OB1OC(C2=C1C=CC(=C2)NC2=NC=C(C(=N2)N[C@@H]2COCC[C@H]2C#N)C)C (trans)-3-[[2-[(1-hydroxy-3-methyl-3H-2,1-benzoxaborole-5-yl)amino]-5-methyl-pyrimidin-4-yl]amino]tetrahydropyran-4-carbonitrile